C(C)C1CN(CCO1)C=1C=CC=2N(N1)C(=CN2)C=2C=C1C(=NNC1=CC2)CC 2-ethyl-4-(3-(3-ethyl-1H-indazol-5-yl)imidazo[1,2-b]pyridazin-6-yl)morpholine